BrC=1C=C2C(=NC=NC2=CC1)NCC1=CC(=CC=C1)Cl 6-bromo-N-(3-chlorobenzyl)quinazoline-4-Amine